ClC=1C(=NC(=NC1)N[C@@H]1C[C@H]2CO[C@@H]([C@H]1O)O2)C=2C=C(C1=C(N(C(=N1)[C@@H]1C(C1)(F)F)C(C)C)C2)F (1S,3R,4S,5R)-3-((5-chloro-4-(2-((R)-2,2-difluorocyclopropyl)-4-fluoro-1-isopropyl-1H-benzo[d]imidazol-6-yl)pyrimidin-2-yl)amino)-6,8-dioxabicyclo[3.2.1]octan-4-ol